C(C)(C)(C)C1=CC(=NC=C1)N1C2=CC=CC=C2C=2C=CC(=CC12)B(O)O (9-(4-(tert-butyl)pyridin-2-yl)-9H-carbazol-2-yl)boronic acid